N-isopropyl-N-methylbenzamide C(C)(C)N(C(C1=CC=CC=C1)=O)C